(E)-2-((dimethylamino)methylene)-N-(1-(methylsulfonyl)piperidin-4-yl)-3-oxobutanamide CN(C)\C=C(\C(=O)NC1CCN(CC1)S(=O)(=O)C)/C(C)=O